ClC1=C(C=C2C(=CNC2=C1)C=1C=NN(C1)C1OCCCC1)OC 6-chloro-5-methoxy-3-(1-(tetrahydro-2H-pyran-2-yl)-1H-pyrazol-4-yl)-1H-indole